FC(C1=NN2CNCCC2=N1)(F)F 2-trifluoromethyl-5,6,7,8-tetrahydro-[1,2,4]triazolo[1,5-c]pyrimidine